C1(CC1)C1=NC(=NO1)C=1C=C2CC[C@H](C2=CC1)NC(OCC1CC1)=O cyclopropylmethyl (R)-(5-(5-cyclopropyl-1,2,4-oxadiazol-3-yl)-2,3-dihydro-1H-inden-1-yl)carbamate